BrC1=C(C(=C(C=C1)S(=O)(=O)N[C@H](C(F)(F)F)CC)Cl)Cl (S)-4-bromo-2,3-dichloro-N-(1,1,1-trifluorobutan-2-yl)benzenesulfonamide